C(C)(=O)[O-].C(CC)[NH2+]CCC dipropyl-ammonium acetate